CN(C(OC=1CC[C@]2(CCN([C@H]2C1)C)C1=CC(=C(C=C1)OC)OC)=O)C [(3aS,7aS)-3a-(3,4-dimethoxyphenyl)-1-methyl-3,4,5,7a-tetrahydro-2H-indol-6-yl] N,N-dimethylcarbamate